CN1CC=CC2=CC=CC=C12 n-methylquinoline